(Z)-3-((3,5-dimethyl-1H-pyrrol-2-yl)methylene)-N-(2-hydroxyethyl)-2-oxo-1-((tetrahydro-2H-pyran-4-yl)methyl)indole-6-carboxamide CC1=C(NC(=C1)C)\C=C\1/C(N(C2=CC(=CC=C12)C(=O)NCCO)CC1CCOCC1)=O